6-(1H-pyrazol-4-yl)-N-(4-(pyrrolidin-1-ylmethyl)-pyridin-2-yl)benzo[d]-thiazol-2-amine N1N=CC(=C1)C1=CC2=C(N=C(S2)NC2=NC=CC(=C2)CN2CCCC2)C=C1